C(C)(C)NC([C@H](CC1=CC=CC=C1)NC(C(C)(C)C)=O)=O (S)-N-isopropyl-3-phenyl-2-pivaloylaminopropionamide